ethyl 2-(4,4-difluoroazepan-1-yl)-7-methoxyquinoline-3-carboxylate FC1(CCN(CCC1)C1=NC2=CC(=CC=C2C=C1C(=O)OCC)OC)F